N1=CN=C(C2=CC=CC=C12)N1CCN(CC1)C(=O)C1CN(CCC1)C(=O)OC(C)(C)C tert-butyl 3-(4-(quinazolin-4-yl)piperazine-1-carbonyl)piperidine-1-carboxylate